perfluorooctylsulfonate FC(C(C(C(C(C(C(C(F)(F)F)(F)F)(F)F)(F)F)(F)F)(F)F)(F)F)(S(=O)(=O)[O-])F